O1COC=2C1=CN(C2)C(=O)[O-] dioxolo[4,5-c]pyrrole-5-carboxylate